6-((tetrahydrofuran-3-yl)oxy)-3-cyanopyridine O1CC(CC1)OC1=CC=C(C=N1)C#N